(2,2-diethoxyethyl)-4-(5-nitropyridine-2-yl)butanamide C(C)OC(CC(C(=O)N)CCC1=NC=C(C=C1)[N+](=O)[O-])OCC